O=C(CNC(OC(C)(C)C)=O)NCCNC(C(F)(F)F)=O tert-butyl (2-oxo-2-((2-(2,2,2-trifluoroacetamido)ethyl)amino)ethyl)carbamate